C(C)OC(C(=CC=NC1=NC=CC=C1)CC)=O ethyl-4-(pyridin-2-ylimino)-2-butenoic acid ethyl ester